mono-melamine orthophosphate P(=O)(O)(O)O.N1=C(N)N=C(N)N=C1N